(methoxymethyl)triphenylphosphanium bromide [Br-].COC[P+](C1=CC=CC=C1)(C1=CC=CC=C1)C1=CC=CC=C1